2-(2-oxo-2-(6-(pyridin-3-yl)-5,6-dihydropyridin-1(2H)-yl)ethyl)isoindoline-1,3-dione O=C(CN1C(C2=CC=CC=C2C1=O)=O)N1CC=CCC1C=1C=NC=CC1